2-fluoro-N-(6-(2-(hydroxymethyl)-5-methylphenyl)imidazo[1,2-a]pyridin-2-yl)cyclopropane-1-carboxamide FC1C(C1)C(=O)NC=1N=C2N(C=C(C=C2)C2=C(C=CC(=C2)C)CO)C1